cis-5-((5-(3-(5-(tert-butyl)thiazol-2-yl)cyclopentyl)-1H-pyrazol-3-yl)amino)-4-fluoro-1,3-dihydrobenzo[c]isothiazole 2,2-dioxide C(C)(C)(C)C1=CN=C(S1)[C@H]1C[C@H](CC1)C1=CC(=NN1)NC1=C(C2=C(NS(C2)(=O)=O)C=C1)F